tris[trichloromethyl]s-triazine ClC(Cl)(Cl)C1=NC(=NC(=N1)C(Cl)(Cl)Cl)C(Cl)(Cl)Cl